NEODYMIUM-CERIUM-IRON-BORON [B].[Fe].[Ce].[Nd]